C(CCCCCCC\C=C/CCCCCCCC)[NH+](C)C oleyl-dimethylammonium